C(C)(C)(C)OC(=O)N1C(CN(C(C1)C)C1=CC(=CC=C1)Cl)CO 4-(3-Chlorophenyl)-2-(hydroxymethyl)-5-methylpiperazine-1-carboxylic acid tert-butyl ester